3-(7-fluoro-4-isopropyl-2-(3-methyl-5-(trifluoromethyl)-1H-pyrazol-4-yl)quinolin-6-yl)-1-methyl-1H-1,2,4-triazole-5-carbaldehyde FC1=C(C=C2C(=CC(=NC2=C1)C=1C(=NNC1C(F)(F)F)C)C(C)C)C1=NN(C(=N1)C=O)C